C(C=C)(=O)OCC1CC(C(C1)C)C 3,4-dimethyl-1-cyclopentylmethyl acrylate